5-(2,5-dioxotetrahydro-3-furyl)-3-methyl-3-cyclohexene-1,2-dicarboxylic anhydride O=C1OC(CC1C1C=C(C2C(C1)C(=O)OC2=O)C)=O